2,4-bis(2-ethoxyphenyl)-2-methyl-2H-imidazole C(C)OC1=C(C=CC=C1)C1(N=CC(=N1)C1=C(C=CC=C1)OCC)C